C[C@H]1CC[C@@H](N(C1)C(=O)OC(C)(C)C)CN1N=C(C=C1)C |r| tert-butyl rac-(2R,5S)-5-methyl-2-[(3-methylpyrazol-1-yl)methyl]piperidine-1-carboxylate